NC1=C(C=C(C=C1)C1(CN(CC1)C(=O)OC(C)(C)C)C)Br tert-Butyl 3-(4-amino-3-bromophenyl)-3-methylpyrrolidine-1-carboxylate